P(=O)(OCC([N+](CC)(CC)CC)CC)([O-])[O-] ethyl-2-(triethylammonio)ethyl phosphate